N-(3-(2-aminoquinazolin-6-yl)-2,4-difluorophenyl)-3-fluoro-4-methylbenzenesulfonamide NC1=NC2=CC=C(C=C2C=N1)C=1C(=C(C=CC1F)NS(=O)(=O)C1=CC(=C(C=C1)C)F)F